C(=CCCCCCCCCCCCCCCCC)N1C(=C(C(C=C1)=O)O)O N-octadecenyl-2,3-dihydroxypyridin-4-one